C(CCC)(=O)OC=1C=NC=CC1 pyridine-3-yl butyrate